(S)-6-(8-fluoro-2-methylimidazo[1,2-a]pyridin-6-yl)-4-methyl-2-(pyrrolidin-3-yl)isoquinolin-1(2H)-one FC=1C=2N(C=C(C1)C=1C=C3C(=CN(C(C3=CC1)=O)[C@@H]1CNCC1)C)C=C(N2)C